CN1C=NC=C1CNC(C1=CC=C(C=C1)C1=NC=CC2=C1C=CN2)=O N-[(1-methyl-1H-imidazol-5-yl)methyl]-4-(1H-pyrrolo[3,2-c]pyridin-4-yl)benzamide